6-chloro-N-{(2S)-4-[2-(4-chloro-3-fluorophenoxy)acetamido]-2-hydroxybicyclo[2.2.2]oct-1-yl}-3,4-dihydro-2H-1-benzopyran-2-carboxamide ClC=1C=CC2=C(CCC(O2)C(=O)NC23[C@H](CC(CC2)(CC3)NC(COC3=CC(=C(C=C3)Cl)F)=O)O)C1